3-(2-(4-methoxyphenyl)-1,3-dioxane-yl)-1-phenylpropan-1-one COC1=CC=C(C=C1)C1(OCCCO1)CCC(=O)C1=CC=CC=C1